Cl.OCC[N+](C)(C)C Choline HCl